O=C1CCC[C@H](N1)C(=O)O (S)-6-oxopiperidine-2-carboxylic acid